CC1=CC=C(C=C1)S(=O)(=O)O.NC/C(/COC1=CC2=C(C(N(O2)C(C)(C)C)=O)C=C1)=C/F (Z)-6-((2-(amino-methyl)-3-fluoro-allyl)oxy)-2-(tert-butyl)benzo[d]-isoxazol-3(2H)-one 4-methyl-benzenesulfonate